CC=1C2(CC2)C2(OCCO2)[C@@H]([C@@H]2C=CC(C12)=O)O[Si](CC)(CC)CC (3a'R,4'R)-7'-methyl-4'-((triethylsilyl)oxy)-3a',4'-dihydro-1'H-dispiro[cyclopropane-1,6'-indene-5',2''-[1,3]dioxolan]-1'-one